C12CN(CC2C1)C1=C2C(=NC(=N1)Cl)N(N=C2)[C@H]2[C@@H]([C@@H]([C@H](O2)COCP(O)(O)=O)O)O [(2R,3S,4R,5R)-5-[4-(3-azabicyclo[3.1.0]-hexan-3-yl)-6-chloro-pyrazolo[3,4-d]-pyrimidin-1-yl]-3,4-dihydroxy-tetrahydro-furan-2-yl]methoxy-methylphosphonic acid